(S)-Isopropyl 2-aminopropanoate hydrochloride Cl.N[C@H](C(=O)OC(C)C)C